ClC1=CC=CC(=N1)C1=CN=C2N1C=CC(=C2)C=2C=NN(C2)C 3-(6-chloropyridin-2-yl)-7-(1-methyl-1H-pyrazol-4-yl)imidazo[1,2-a]pyridine